tert-Butyl ((1s,4s)-4-((6'-chloro-5-(4-methylpiperazine-1-carbonyl)-[2,3'-bipyridin]-4'-yl)amino)cyclohexyl)carbamate ClC1=CC(=C(C=N1)C1=NC=C(C=C1)C(=O)N1CCN(CC1)C)NC1CCC(CC1)NC(OC(C)(C)C)=O